Cl.C(#C)C1=C2C(=CC(=CC2=CC=C1F)O)C1=C(C=2N=C(N=C(C2C=N1)N1CCOCCC1)OC[C@]12[C@H](NCCC1)CCC2)F 5-ethynyl-6-fluoro-4-(8-fluoro-2-(((4aS,7aR)-octahydro-4aH-cyclopenta[b]pyridin-4a-yl)methoxy)-4-(1,4-oxazepan-4-yl)pyrido[4,3-d]pyrimidin-7-yl)naphthalen-2-ol HCl